8-bromo-7-fluoro-4,4-dimethyl-9-(trifluoromethyl)-4,5-dihydrotetrazolo[1,5-a]quinoxaline BrC1=C(C=C2NC(C=3N(C2=C1C(F)(F)F)N=NN3)(C)C)F